CC1=C(N=C(O1)C1=CC=CC=C1)C(CO)([2H])[2H] 2-(5-methyl-2-phenyloxazol-4-yl)ethan-2,2-d2-1-ol